1-((2,3-dihydrothieno[3,4-b][1,4]dioxin-2-yl)methyl)-1H-pyrrole-2,5-dione O1C=2C(OCC1CN1C(C=CC1=O)=O)=CSC2